Anti-sulfotyrosine S(=O)(=O)(O)N[C@@H](CC1=CC=C(C=C1)O)C(=O)O